pyrrole-2,4-dicarboxylate N1C(=CC(=C1)C(=O)[O-])C(=O)[O-]